[Pd](Cl)Cl.C(C=C)C=1C(=C(C2=CC=CC=C2C1)C1=C(C=CC2=CC=CC=C12)P(C1=CC=CC=C1)C1=CC=CC=C1)P(C1=CC=CC=C1)C1=CC=CC=C1 allyl-[(R)-2,2'-bis(diphenylphosphino)-1,1'-binaphthalene] palladium(II) chloride